1-((Dimethylamino)methyl)cyclopropan-1-ol CN(C)CC1(CC1)O